N1C(=NC2=C1C=CC=C2)N2CCCC1=CC(=CC=C21)C(=O)NO 1-(1H-benzo[d]imidazol-2-yl)-N-hydroxy-1,2,3,4-tetrahydroquinoline-6-carboxamide